7-amino-8-(3-hydroxy-2-methylphenyl)-3-(trifluoromethyl)quinoxaline-6-carboxylic acid NC1=C(C=C2N=C(C=NC2=C1C1=C(C(=CC=C1)O)C)C(F)(F)F)C(=O)O